C(C=C)(=O)N1C[C@@H](N(CC1)C=1C2=C(N(C(N1)=O)C1=C(C=CC=C1S(=O)(=O)C)C(C)C)N=C(C(=C2)F)C2=C(C#N)C=CC=C2Cl)C 2-(4-((S)-4-propenoyl-2-methylpiperazin-1-yl)-6-fluoro-1-(2-isopropyl-6-(methylsulfonyl)phenyl)-2-oxo-1,2-dihydropyrido[2,3-d]pyrimidin-7-yl)-3-chlorobenzonitrile